6-methoxycarbonyl-7-methylthioxanthone COC(=O)C=1C=C2SC=3C=CC=CC3C(C2=CC1C)=O